2-(2-thienylmethylcarbamoylamino)ethylammonium chloride [Cl-].S1C(=CC=C1)CNC(=O)NCC[NH3+]